N-formylamide C(=O)[NH-]